BrCCCCCCC\C=C/CCCCCCCCCCCO[Si](C)(C)C(C)(C)C (12Z)-20-Bromo-1-tert-butyldimethylsilyloxyeicos-12-ene